C(#N)C1N(CC(C1)(F)F)C(CNC(=O)C1=CC=NC2=CC=CC=C12)=O N-(2-(2-cyano-4,4-difluoropyrrolidin-1-yl)-2-oxoethyl)quinoline-4-carboxamide